5-(8-(7-Acetyl-3-ethyl-5,6,7,8-tetrahydroimidazo[1,5-a]pyrazin-1-yl)isoquinolin-3-yl)-N-((5-(2-(2,6-dioxopiperidin-3-yl)-1-oxoisoindolin-4-yl)oxazol-2-yl)methyl)picolinamide C(C)(=O)N1CC=2N(CC1)C(=NC2C=2C=CC=C1C=C(N=CC21)C=2C=CC(=NC2)C(=O)NCC=2OC(=CN2)C2=C1CN(C(C1=CC=C2)=O)C2C(NC(CC2)=O)=O)CC